BrC1=CC(=C(C=C1)N=S1(CCCCC1)=O)F ((4-bromo-2-fluorophenyl)imino)hexahydro-1λ6-Thiopyran-1-oxide